COC=1C=C2C(=NC1C1=C3CC(CC3=CC=C1)O)C(=NN2)C=2C=NC(=CC2)OC2CCOCC2 4-(6-methoxy-3-(6-((tetrahydro-2H-pyran-4-yl)oxy)pyridin-3-yl)-1H-pyrazolo[4,3-b]pyridin-5-yl)-2,3-dihydro-1H-inden-2-ol